NC1=C(SC2=NC(=CC=C21)C)C(=O)N[C@H]2COC1=C(C2)C=CC(=C1)N1C[C@H]2CCNC[C@@H]12 3-amino-N-[(3R)-7-[(1S,6R)-3,8-diazabicyclo[4.2.0]octan-8-yl]-3,4-dihydro-2H-1-benzopyran-3-yl]-6-methylthieno[2,3-b]pyridine-2-carboxamide